OC(COC1=CC(=NC=C1)C=1N=C(C2=C(N1)CCC2)N(CC(=O)NC=2C=NC(=CC2)C)C)(C)C 2-({2-[4-(2-hydroxy-2-methylpropoxy)pyridin-2-yl]-5H,6H,7H-cyclopenta[d]pyrimidin-4-yl}(methyl)amino)-N-(6-methylpyridin-3-yl)acetamide